CN1C(=C(C=C1C=1C=C2CCN(CC2=CC1C(=O)N1CC2=CC=CC=C2C[C@H]1C)C(CC1=CC=C(C=C1)OCCC1CCOCC1)=O)C(=O)O)C 1,2-dimethyl-5-(7-{[(3R)-3-methyl-3,4-dihydro-1H-isoquinolin-2-yl]carbonyl}-2-(2-{4-[2-(oxan-4-yl)ethoxy]phenyl}acetyl)-3,4-dihydro-1H-isoquinolin-6-yl)pyrrole-3-carboxylic acid